4-chloro-2-fluoro-6-(4,4,5,5-tetramethyl-1,3,2-dioxaborolan-2-yl)pyridine ClC1=CC(=NC(=C1)B1OC(C(O1)(C)C)(C)C)F